ClC1=C(C=NN(C1=O)C=1C=CC(=NC1)OC1=CC=C(C=C1)C1(CC1)N1C(OCC1)=O)NC[C@@]1(COCCC1)F (S)-3-(1-(4-((5-(5-chloro-4-(((3-fluorotetrahydro-2H-pyran-3-yl)methyl)amino)-6-oxopyridazin-1(6H)-yl)pyridin-2-yl)oxy)phenyl)cyclopropyl)oxazolidin-2-one